lithium isobutyrate L-proline salt N1[C@@H](CCC1)C(=O)O.C(C(C)C)(=O)[O-].[Li+]